2-methyl-7-(4-((R)-pyrrolidin-3-yloxy)butyl)-1,2,3,4-tetrahydro-1,8-naphthyridine CC1NC2=NC(=CC=C2CC1)CCCCO[C@H]1CNCC1